1-(chloromethoxy)-2-methoxyethane ClCOCCOC